3-[1-[4-(trifluoromethyl)phenyl]ethyl]azetidine-1-carboxylic acid tert-butyl ester C(C)(C)(C)OC(=O)N1CC(C1)C(C)C1=CC=C(C=C1)C(F)(F)F